C[C@H]1N(CCOC1)C=1N=C2N(C(C1)=O)[C@H](CCN2CC2=NC(=NO2)C(F)(F)F)C(F)(F)F (R)-2-((R)-3-Methyl-morpholin-4-yl)-6-trifluoromethyl-9-(3-trifluoromethyl-[1,2,4]oxadiazol-5-yl-methyl)-6,7,8,9-tetrahydro-pyrimido[1,2-a]-pyrimidin-4-one